NC1=CC(=CC(=N1)[C@@H](C)NC1=NC(=NC2=CC(=C(C=C12)OCCOC1CC1)OC)C)C(F)(F)F (R)-N-(1-(6-amino-4-(trifluoromethyl)pyridin-2-yl)ethyl)-6-(2-cyclopropoxyethyloxy)-7-methoxy-2-methyl-quinazolin-4-amine